7-(3-hydroxypyrrolidin-1-yl)-5-phenylpyrazolo[1,5-a]pyrimidine-2-carboxylic acid OC1CN(CC1)C1=CC(=NC=2N1N=C(C2)C(=O)O)C2=CC=CC=C2